methyl-N-(6-methoxy-2-(2-fluorophenyl)-5-benzimidazolyl)-1,3,4-thiadiazol-2-amine CC1=NN=C(S1)NC1=CC2=C(N=C(N2)C2=C(C=CC=C2)F)C=C1OC